The molecule is an oxo dicarboxylic acid consisting of pimelic acid having a single oxo group at the 3-position. It derives from a pimelic acid. C(CC(=O)CC(=O)O)CC(=O)O